NCCN1C[C@H]2N(C=3C(=NN=C(C3)C3=C(C=CC=C3)O)NC2)CC1 (S)-2-(8-(2-aminoethyl)-6,6a,7,8,9,10-hexahydro-5H-pyrazino[1',2':4,5]pyrazino[2,3-c]pyridazin-2-yl)phenol